3-(4-((7-(3,5-dimethylpiperidin-1-yl)heptyl)thio)-1-oxoisoindolin-2-yl)piperidine-2,6-dione CC1CN(CC(C1)C)CCCCCCCSC1=C2CN(C(C2=CC=C1)=O)C1C(NC(CC1)=O)=O